C(C)C(CC)(CC)OC[C@H]1[C@H]([C@@H]2[C@H](N1C(=O)OC)CCC2)NCC2=CC=C(C=C2)OC Methyl (2R,3S,3aR,6aR)-2-(((3-ethylpentan-3-yl)oxy)methyl)-3-((4-methoxybenzyl)amino)hexahydrocyclopenta[b]pyrrole-1(2H)-carboxylate